N-(2-((1r,4r)-4-formylcyclohexyl)-6-(2-hydroxypropan-2-yl)-2H-indazol-5-yl)-6-(Trifluoromethyl)picolinamide C(=O)C1CCC(CC1)N1N=C2C=C(C(=CC2=C1)NC(C1=NC(=CC=C1)C(F)(F)F)=O)C(C)(C)O